C(C)(C)(C)OC(=O)N(C(=O)OC(C)(C)C)CCCCN1C2=C(N(C(C3=C1C=C(C=C3)Cl)=O)CCOCC#C)C=CC=C2.NCCNCCC[Si](C)(C)C N-aminoethyl-gamma-aminopropyl-trimethylsilane di-tert-Butyl{4-[3-chloro-10-[2-(prop-2-yn-1-yloxy)ethyl]-11-oxo-10,11-dihydro-5H-dibenzo[b,e][1,4]diazepin-5-yl]butyl}imidodicarbonate